(R)-1-(6-(3-methylmorpholino)-1-(1-((2-(trimethylsilyl)ethoxy)methyl)-1H-pyrazol-3-yl)-1H-pyrazolo[3,4-b]pyridin-4-yl)cyclohexane-1-carbonitrile C[C@@H]1COCCN1C1=CC(=C2C(=N1)N(N=C2)C2=NN(C=C2)COCC[Si](C)(C)C)C2(CCCCC2)C#N